NC1=NC(=CC(=N1)N1CCC2(C[C@H](NC2)C(=O)OCC)CC1)O[C@@H](C(F)(F)F)C1=C(C=C(C=C1)Cl)C1=CC=C(C=C1)F (S)-ethyl 8-(2-amino-6-((R)-1-(5-chloro-4'-fluoro-[1,1'-biphenyl]-2-yl)-2,2,2-trifluoroethoxy)pyrimidin-4-yl)-2,8-diazaspiro[4.5]decane-3-carboxylate